2-ethyl-5-methoxybenzene-1,3-diol C(C)C1=C(C=C(C=C1O)OC)O